FC(C=1C(=C(C=CC1)[C@@H](C)NC1=CC=NC2=CC=C(C=C12)[C@@]1(CN(CC1)C(C)=O)F)F)F 1-((S)-3-(4-(((R)-1-(3-(difluoromethyl)-2-fluorophenyl)ethyl)amino)quinolin-6-yl)-3-fluoropyrrolidin-1-yl)ethan-1-one